C[C@@]12CCC=C1C=1COC=3C=CC=CC3C1CC2 6-oxa-estra-1,3,5(10),8,14-pentaen